3-(4-fluorophenyl)isoxazole-5-carboxylic acid FC1=CC=C(C=C1)C1=NOC(=C1)C(=O)O